1-(6-(1-(3-(((1r,4r)-4-((5-chloropyrimidin-2-yl)amino)cyclohexyl)sulfonyl)-benzyl)piperidin-4-yl)-1-methyl-1H-indazol-3-yl)dihydropyrimidine-2,4(1H,3H)-dione ClC=1C=NC(=NC1)NC1CCC(CC1)S(=O)(=O)C=1C=C(CN2CCC(CC2)C2=CC=C3C(=NN(C3=C2)C)N2C(NC(CC2)=O)=O)C=CC1